COC1=NC=NC(=C1C(=O)NC=1SC2=C(N1)C=1C=CC(=CC1OC21CCC(CC1)C(=O)N(C)C(C)C)C(F)(F)F)OC 2-(4,6-dimethoxypyrimidine-5-carboxamido)-N-isopropyl-N-methyl-7-(trifluoromethyl)spiro[chromeno[4,3-d]thiazole-4,1'-cyclohexane]-4'-carboxamide